N(=O)[O-].[Sn+4].N(=O)[O-].N(=O)[O-].N(=O)[O-] tin nitrite